3-[3-(2-oxopyrrolidin-1-yl)phenyl]propionic acid methyl ester COC(CCC1=CC(=CC=C1)N1C(CCC1)=O)=O